FC(CN1N=NC2=C1C=C(C=C2F)C=2C=CN1N=C(N=C(C12)OC)N[C@@H]1[C@@H](CN(CC1)C1(COC1)C)F)F 5-(1-(2,2-difluoroethyl)-4-fluoro-1H-benzo[d][1,2,3]triazol-6-yl)-N-((3R,4S)-3-fluoro-1-(3-methyloxetan-3-yl)piperidin-4-yl)-4-methoxypyrrolo[2,1-f][1,2,4]triazin-2-amine